CC=1NC=2C(=NC(=CC2)C(F)(F)F)N1 2-methyl-5-(trifluoromethyl)imidazo[4,5-b]pyridin